(3S,4R)-3-fluoro-1-[4-({8-[3-(methanesulfonylmeth-yl)azetidin-1-yl]-5-(propan-2-yl)isoquinolin-3-yl}amino)pyrimidin-2-yl]-3-methylpiperidin-4-ol F[C@]1(CN(CC[C@H]1O)C1=NC=CC(=N1)NC=1N=CC2=C(C=CC(=C2C1)C(C)C)N1CC(C1)CS(=O)(=O)C)C